BrC=1C=CC(=NC1)CO[Si](C)(C)C(C)(C)C 5-bromo-2-{[(tert-butyldimethylsilyl)oxy]methyl}pyridine